1-(1H-benzo[d]imidazol-5-yl)-5-(4-chlorophenyl)imidazolidin-2-one N1C=NC2=C1C=CC(=C2)N2C(NCC2C2=CC=C(C=C2)Cl)=O